N-[(3-exo)-8-Azabicyclo[3.2.1]oct-3-yl]-6-(2,8-dimethylimidazo[1,2-b]pyridazin-6-yl)-4-fluoro-N-methyl-1,3-benzothiazol-2-amin C12CC(CC(CC1)N2)N(C=2SC1=C(N2)C(=CC(=C1)C=1C=C(C=2N(N1)C=C(N2)C)C)F)C